8-(3-(4-(6-fluorobenzo[d]isoxazol-3-yl)piperidin-1-yl)propoxy)-5,6-dihydro-1H-pyrrolo[3,2,1-ij]quinolin-4(2H)-one sulfate salt S(=O)(=O)(O)O.FC1=CC2=C(C(=NO2)C2CCN(CC2)CCCOC=2C=C3CCC(N4C3=C(C2)CC4)=O)C=C1